N[C@@H](CCCCN)C(=O)O.C(=O)(OC(C)C)OC(=O)O Isopropyl Dicarbonate L-Lysine Salt